[Si](C)(C)(C(C)(C)C)OCC1(CC1)C=O 1-(((Tert-butyldimethylsilyl)oxy)methyl)Cyclopropane-1-carbaldehyde